COC(=O)[C@@H]1CN(CC[C@H]1N)C1CCCCC1 |r| rac-(3R,4R)-4-amino-1-cyclohexyl-piperidine-3-carboxylic acid methyl ester